Fmoc-butylenediamine hydrochloride Cl.C(=O)(OCC1C2=CC=CC=C2C2=CC=CC=C12)NCCCCN